D-lysyl-amide N[C@H](CCCCN)C(=O)[NH-]